4-(5-(3,5-dimethylisoxazol-4-yl)-1-(1-pivaloylpiperidin-4-yl)-1H-pyrrolo[2,3-b]pyridin-3-yl)-5-ethoxy-2-fluorobenzoic acid CC1=NOC(=C1C=1C=C2C(=NC1)N(C=C2C2=CC(=C(C(=O)O)C=C2OCC)F)C2CCN(CC2)C(C(C)(C)C)=O)C